Cl.COC=1C=C(OC=2C=C(C=NC2)N)C=CC1C 5-(3-methoxy-4-methyl-phenoxy)pyridin-3-amine hydrochloride